FC(C1(CC1)C(=O)N1CCN(CC1)CC1=CC=2N(C=C1)N=CC2N2C(NC(CC2)=O)=O)(F)F 1-(5-((4-(1-(trifluoromethyl)cyclopropane-1-carbonyl)piperazin-1-yl)methyl)pyrazolo[1,5-a]pyridin-3-yl)dihydropyrimidine-2,4(1H,3H)-dione